2,2-bis(4-methacryloxytetraethoxyphenyl)propane Phenethyl-(4-methyl-3-(pyrimidin-2-yl)phenyl)carbamate C(CC1=CC=CC=C1)N(C(O)=O)C1=CC(=C(C=C1)C)C1=NC=CC=N1.C(C(=C)C)(=O)OC1=C(C(=C(C(=C1OCC)OCC)C(C)(C)C1=C(C(=C(C(=C1OCC)OCC)OC(C(=C)C)=O)OCC)OCC)OCC)OCC